2-(difluoromethoxy)-N-[(1R,2S)-2-fluorocyclopropyl]-4-[7-[(2S)-3-hydroxy-3-methylbutan-2-yl]oxy-6-methylimidazo[1,2-b]pyridazin-3-yl]-6-methoxybenzamide FC(OC1=C(C(=O)N[C@H]2[C@H](C2)F)C(=CC(=C1)C1=CN=C2N1N=C(C(=C2)O[C@@H](C)C(C)(C)O)C)OC)F